tert-butyl 4-[(3'-{[(4,6-dimethyl-2-oxo-1H-pyridin-3-yl) methyl]carbamoyl}-5'-[ethyl(oxan-4-yl)amino]-4'-methyl-[1,1'-biphenyl]-4-yl)methyl]piperazine-1-carboxylate CC1=C(C(NC(=C1)C)=O)CNC(=O)C=1C=C(C=C(C1C)N(C1CCOCC1)CC)C1=CC=C(C=C1)CN1CCN(CC1)C(=O)OC(C)(C)C